3-(1-(2-chloro-4-fluorophenyl)ethyl)-5,6,7,8-tetrahydropyrido[4',3':4,5]thieno[2,3-d]pyrimidin-4(3H)-one ClC1=C(C=CC(=C1)F)C(C)N1C=NC2=C(C1=O)C1=C(S2)CNCC1